3',4'-methylenedioxyisoflavone C1OC=2C=C(C3=COC4=CC=CC=C4C3=O)C=CC2O1